penta(dimethylamino)zirconium CN(C)[Zr](N(C)C)(N(C)C)(N(C)C)N(C)C